C(C)NC(C1=CC(=C(C=C1)NC1=CC=C(C=C1)C(F)(F)F)C=1N=NN(N1)C)=O N-ethyl-3-(2-methyl-2H-tetrazol-5-yl)-4-((4-(trifluoromethyl)phenyl)amino)benzamide